6-(1-(2-aminoethyl)-1H-benzo[d]imidazol-6-yl)-8-(4-(difluoromethoxy)phenyl)-2-ethoxypyrido[2,3-d]pyrimidin-7(8H)-one NCCN1C=NC2=C1C=C(C=C2)C2=CC1=C(N=C(N=C1)OCC)N(C2=O)C2=CC=C(C=C2)OC(F)F